5-(6-bromo-7-(3-morpholinopropoxy)-1-oxo-3,4-dihydroisoquinolin-2(1H)-yl)-2-((2-methoxyethoxy)methoxy)phenyl-methanesulfonamide BrC=1C=C2CCN(C(C2=CC1OCCCN1CCOCC1)=O)C=1C=CC(=C(C1)CS(=O)(=O)N)OCOCCOC